(Z)-5-benzylidene-3-phenethyloxazolidine-2,4-dione C(/C1=CC=CC=C1)=C/1\C(N(C(O1)=O)CCC1=CC=CC=C1)=O